2-[(R)-amino[1-(3-fluoroazetidine-3-carbonyl)piperidin-4-yl]methyl]-4,5-dichlorophenol N[C@@H](C1=C(C=C(C(=C1)Cl)Cl)O)C1CCN(CC1)C(=O)C1(CNC1)F